5-(phenylamino)pyridin-2(1H)-one C1(=CC=CC=C1)NC=1C=CC(NC1)=O